C([O-])(O)=O.CC(C)(C)N1C=[N+](C=C1)C(C)(C)C 1,3-bis(1,1-dimethylethyl)imidazolium bicarbonate